C1(CC1)N1C=C(C=2N=C(N=CC21)SCCC(=O)OCC(CCCC)CC)C2C[C@H]([C@@H](C2)F)F 2-ethylhexyl rac-3-((5-cyclopropyl-7-((3R,4R)-3,4-difluorocyclopentyl)-5H-pyrrolo[3,2-d]pyrimidin-2-yl)thio)propionate